5-Chloro-2-(chloromethyl)-1,3-benzothiazole ClC=1C=CC2=C(N=C(S2)CCl)C1